O[C@H]1[C@@H]([C@H]([C@H](C1)O)C\C=C/CCCC(=O)NCC)\C=C\[C@H](CCC1=CC=CC=C1)O (Z)-7-[(1R,2R,3R,5S)-3,5-dihydroxy-2-[(E,3S)-3-hydroxy-5-phenylpent-1-enyl]cyclopentyl]-N-ethylhept-5-enamide